COC1=CC=C(C=C1)N1C(=NC2=CC=C(C=C2C1=O)[N+](=O)[O-])[C@H]1NCCC1 (S)-3-(4-methoxyphenyl)-6-nitro-2-(pyrrolidin-2-yl)quinazolin-4(3H)-one